(5-amino-5-(1-(2-((2-fluorobenzyl)amino)-2-oxoethyl)-1H-tetrazol-5-yl)pentyl)boronic acid hydrochloride Cl.NC(CCCCB(O)O)C1=NN=NN1CC(=O)NCC1=C(C=CC=C1)F